5,5',5''-(((benzene-1,3,5-triyl-tris(ethyne-2,1-diyl))-tris(benzene-4,1-diyl))tris(ethyne-2,1-diyl))triisophthalate C1(=CC(=CC(=C1)C#CC1=CC=C(C=C1)C#CC=1C=C(C=C(C(=O)[O-])C1)C(=O)[O-])C#CC1=CC=C(C=C1)C#CC=1C=C(C=C(C(=O)[O-])C1)C(=O)[O-])C#CC1=CC=C(C=C1)C#CC=1C=C(C=C(C(=O)[O-])C1)C(=O)[O-]